CN(C)CCCCC1=C(C(=CC(=C1)CCCCN(C)C)CCCCN(C)C)O 2,4,6-tris(dimethylaminobutyl)phenol